ClC=1N=C2C=CC(=NC2=CC1)N1CC(CC1)N(C(OC(C)(C)C)=O)C1CC1 Tert-butyl N-[1-(6-chloro-1,5-naphthyridin-2-yl) pyrrolidin-3-yl]-N-cyclopropylcarbamate